dipotassium flavone O1C(=CC(=O)C2=CC=CC=C12)C1=CC=CC=C1.[K].[K]